COC=1C=C2C(=NC=NC2=CC1OCC1CCNCC1)C1=CC=C(C=C1)NC(CC1=CC(=CC=C1)C(F)(F)F)=O N-(4-(6-methoxy-7-(piperidin-4-ylmethoxy)quinazolin-4-yl)phenyl)-2-(3-(trifluoromethyl)phenyl)acetamide